2-amino-9-((2R,3R,5S)-3-hydroxy-5-(hydroxymethyl)tetrahydrofuran-2-yl)-7-((methylthio)methyl)-7,9-dihydro-1H-purine-6,8-dione NC=1NC(C=2N(C(N(C2N1)[C@@H]1O[C@@H](C[C@H]1O)CO)=O)CSC)=O